1,1-difluoro-N-((6S,7S)-5-((S)-3-fluoro-2-hydroxypropanoyl)-6-((2,3',5'-trifluoro-[1,1'-biphenyl]-3-yl)methyl)-5-azaspiro[2.4]heptan-7-yl)methanesulfonamide FC(S(=O)(=O)N[C@@H]1[C@@H](N(CC12CC2)C([C@@H](CF)O)=O)CC=2C(=C(C=CC2)C2=CC(=CC(=C2)F)F)F)F